3-(4-Fluorobenzyl)-N-(2-(pyrrolidin-1-yl)ethyl)-6-(trifluoromethyl)pyridin-2-amine FC1=CC=C(CC=2C(=NC(=CC2)C(F)(F)F)NCCN2CCCC2)C=C1